(3-amino-6-(methylsulfonyl)-4,5,6,7-tetrahydropyrazolo[3,4-c]pyridin-2-yl)(6-fluoro-1,2,3,4-tetrahydroquinolin-4-yl)methanone NC=1N(N=C2CN(CCC21)S(=O)(=O)C)C(=O)C2CCNC1=CC=C(C=C21)F